6-[[3-[(3R,5R)-5-(4-fluorophenyl)tetrahydro-furan-3-yl]-1,2,4-oxadiazol-5-yl]methyl]-4-methyl-pyrido[2,3-d]pyridazin-5-one FC1=CC=C(C=C1)[C@H]1C[C@@H](CO1)C1=NOC(=N1)CN1N=CC2=C(C1=O)C(=CC=N2)C